(1R,4R)-4-(((6-chloro-5-fluoro-2-((4-morpholinophenyl)amino)pyrimidin-4-yl)oxy)methyl)cyclohexan-1-ol ClC1=C(C(=NC(=N1)NC1=CC=C(C=C1)N1CCOCC1)OCC1CCC(CC1)O)F